CCCCCCCCCCCCCCCC(=O)O[C@H](COC(=O)CCCCCCC/C=C\CCCCCC)COP(=O)(O)OC[C@@H](C(=O)O)N 1-(9Z-hexadecenoyl)-2-hexadecanoyl-glycero-3-phosphoserine